6-[(1,1-dimethylethyl)sulfamoyl]-2-trifluoromethyl-2H-1-benzopyran-3-carboxylic acid CC(C)(C)NS(=O)(=O)C=1C=CC2=C(C=C(C(O2)C(F)(F)F)C(=O)O)C1